tert-butyl 4-[cis-3-(trifluoromethylsulfonyloxy)cyclobutoxy]piperidine-1-carboxylate FC(S(=O)(=O)O[C@H]1C[C@H](C1)OC1CCN(CC1)C(=O)OC(C)(C)C)(F)F